FC1=C(C2=C(C(CCO2)=O)C=C1)F 7,8-difluoro-2,3-dihydro-1-benzopyran-4-one